phosphepin P1C=CC=CC=C1